N=1CCCC=CC1 3,4-dihydro-2H-azepine